CC1(CCN(CC1)C(=O)N1N=C(C=C1)NS(=O)(=O)C)N(CC1=C(C=C(C=C1)C(F)(F)F)N1CCOCC1)C N-(1-(4-Methyl-4-(methyl(2-morpholino-4-(trifluoromethyl)benzyl)amino)piperidine-1-carbonyl)-1H-pyrazol-3-yl)methanesulfonamide